(2S)-N-(4-fluorophenyl)-2-[1-(oxane-4-carbonyl)-1,2,3,4-tetrahydroquinolin-6-yl]propanamide FC1=CC=C(C=C1)NC([C@@H](C)C=1C=C2CCCN(C2=CC1)C(=O)C1CCOCC1)=O